FC1=C(C(=CC(=C1)C(=O)C1=CC=C2C(=CC=CN12)C1=CC2=C(N(C=N2)C)C=C1OC)F)NC(\C=C\CNC1CCC(CC1)OC)=O (E)-N-(2,6-difluoro-4-(8-(6-methoxy-1-methyl-1H-benzo[d]imidazol-5-yl)indolizine-3-carbonyl)phenyl)-4-(((1r,4r)-4-methoxycyclohexyl)amino)but-2-enamide